tert-butyl-4-(2-(3-(1-(3-cyclohexylbenzoyl)piperidin-3-yl)phenoxy)-2-methylpropanoyl)piperazine-1-carboxylic acid tert-butyl ester C(C)(C)(C)OC(=O)N1C(CN(CC1)C(C(C)(C)OC1=CC(=CC=C1)C1CN(CCC1)C(C1=CC(=CC=C1)C1CCCCC1)=O)=O)C(C)(C)C